N-(1-methylindolin-7-yl)acetamide CN1CCC2=CC=CC(=C12)NC(C)=O